BrC=1C=CC2=C(CN(S2(=O)=O)C2C(NCC2)=O)C1F 3-(5-bromo-4-fluoro-1,1-dioxidobenzo[d]isothiazol-2(3H)-yl)pyrrolidin-2-one